tetra-pyridyl-nickel N1=C(C=CC=C1)[Ni](C1=NC=CC=C1)(C1=NC=CC=C1)C1=NC=CC=C1